7-(chlorodifluoromethyl)-N-(8-{[2-(2,6-dioxohexahydropyridin-3-yl)-1,3-dioxo-2,3-dihydro-1H-isoindol-5-yl]amino}octyl)-5-(thiophen-2-yl)pyrazolo[1,5-a]pyrimidine-2-carboxamide ClC(C1=CC(=NC=2N1N=C(C2)C(=O)NCCCCCCCCNC=2C=C1C(N(C(C1=CC2)=O)C2C(NC(CC2)=O)=O)=O)C=2SC=CC2)(F)F